COC(C1=C(C=C(C=C1)C=1C=2C(N=CC1)=CNN2)OC)=O 2-methoxy-4-(2H-pyrazolo[4,3-b]pyridin-7-yl)benzoic acid methyl ester